ONC(=N)C1=CC=C2C(=N1)C=C(N2COCC[Si](C)(C)C)CN(C(OC(C)(C)C)=O)C tert-butyl ((5-(N-hydroxycarbamimidoyl)-1-((2-(trimethylsilyl)ethoxy)methyl)-1H-pyrrolo[3,2-b]pyridin-2-yl)methyl)(methyl)carbamate